5-bromo-1,2-dichloro-3-nitrobenzene BrC=1C=C(C(=C(C1)Cl)Cl)[N+](=O)[O-]